C(CC)(=O)O.C(CC)(=O)O.C(C)OC(CCCCCCCC=CC(OC)OC(C=CCCCCCCCC(OCC)OCC)OC)OCC diethoxydecenylmethoxymethyl ether dipropionate